tert-butyl (2S)-2-((2-(2-((6,6-dimethyl-2,4-dioxo-3-azabicyclo[3.1.0]hexan-3-yl)methyl)thieno[3,2-b]pyridin-7-yl)-4-methylpyridin-3-yl)(hydroxy)methyl)morpholine-4-carboxylate CC1(C2C(N(C(C12)=O)CC1=CC2=NC=CC(=C2S1)C1=NC=CC(=C1C([C@@H]1CN(CCO1)C(=O)OC(C)(C)C)O)C)=O)C